ClC1=CC=C(C[C@@H]2N(C[C@@H](OC2)C)C2CCN(CC2)C(=O)OC(C)(C)C)C=C1 tert-butyl 4-((2S,5S)-5-(4-chlorobenzyl)-2-methylmorpholino)-piperidine-1-carboxylate